NC1=C(C=CC=C1)NC(C1=CC=C(C=C1)CSC1=NN2C(C(=N1)NC1=CC=C(C=C1)OC)=CC=C2)=O N-(2-aminophenyl)-4-[[[4-[(4-methoxyphenyl)amino]pyrrolo[2,1-f][1,2,4]triazin-2-yl]thio]methyl]benzamide